N-methoxy-N-methyltetrahydrofuran-2-carboxamide CON(C(=O)C1OCCC1)C